Cl.N[C@@H](C)C1=C(C(=CC=C1)F)CO (S)-(2-(1-aminoethyl)-6-fluorophenyl)methanol hydrochloride